tungsten-chromium-molybdenum-vanadium [V].[Mo].[Cr].[W]